(1R,2S,3R)-N-[7-chloro-6-[4-((3S,4S)-4-fluoro-3-methyl-tetrahydrofuran-3-yl)piperazin-1-yl]-3-isoquinolyl]-2-ethyl-3-(2-pyridyl)cyclopropanecarboxamide ClC1=C(C=C2C=C(N=CC2=C1)NC(=O)[C@@H]1[C@H]([C@H]1C1=NC=CC=C1)CC)N1CCN(CC1)[C@]1(COC[C@H]1F)C